2-methacryloxybutyl-phthalic acid C(C(=C)C)(=O)OC(CC1=C(C(C(=O)O)=CC=C1)C(=O)O)CC